tert-butyl (R)-7-(1-((benzyloxy)carbonyl)piperidin-3-yl)-6-oxo-5-oxa-2,7-diazaspiro[3.4]octane-2-carboxylate C(C1=CC=CC=C1)OC(=O)N1C[C@@H](CCC1)N1C(OC2(CN(C2)C(=O)OC(C)(C)C)C1)=O